C(C)OC(=O)C=1NC(=C(C1C)CN1CCC(CC1)C1=NC=2N(C(=C1)N)N=C(C2)C)C ethyl-4-[[4-(7-amino-2-methyl-pyrazolo[1,5-a]pyrimidin-5-yl)piperidin-1-yl] methyl]-3,5-dimethyl-1H-pyrrole-2-carboxylate